N-((6S,7S)-6-([1,1'-biphenyl]-3-ylmethyl)-5-(1-methoxycyclopropane-1-carbonyl)-5-azaspiro[2.4]heptan-7-yl)methanesulfonamide C1(=CC(=CC=C1)C[C@@H]1N(CC2(CC2)[C@@H]1NS(=O)(=O)C)C(=O)C1(CC1)OC)C1=CC=CC=C1